(S)-3-(methyl(2-oxo-4-(o-tolyl)-2H-chromen-7-yl)amino)butanoic acid CN([C@H](CC(=O)O)C)C1=CC=C2C(=CC(OC2=C1)=O)C1=C(C=CC=C1)C